CS(=O)(=O)CCC1OS(OC1)(=O)=O 4-methylsulfonylethyl-2,2-dioxo-1,3,2-dioxathiolane